5-tert-butyl-2-[5-(5-tert-butyl-1,3-benzooxazol-2-yl)thiophen-2-yl]-1,3-benzoxazole C(C)(C)(C)C=1C=CC2=C(N=C(O2)C=2SC(=CC2)C=2OC3=C(N2)C=C(C=C3)C(C)(C)C)C1